(3S)-1-[3-[5-(4-Chloro-2-methylsulfonyl-phenyl)-2-pyridyl]azetidine-1-carbonyl]pyrrolidine-3-carboxamide ClC1=CC(=C(C=C1)C=1C=CC(=NC1)C1CN(C1)C(=O)N1C[C@H](CC1)C(=O)N)S(=O)(=O)C